CS(=O)(=O)C1=CC=C(C=C1)C1=C(N=C(S1)N)C1=CC=NC=C1 (4-(methylsulfonyl)phenyl)-4-(pyridin-4-yl)thiazol-2-amine